(R)-4-fluoro-N-(2-hydroxy-1-naphthalen-2-yl-ethyl)-benzamide FC1=CC=C(C(=O)N[C@@H](CO)C2=CC3=CC=CC=C3C=C2)C=C1